(1S,2R,4R)-N-[3-(5-fluoropyrimidin-2-yl)-4-methylphenyl]-2-methyl-7-azabicyclo[2.2.1]heptane-7-carboxamide FC=1C=NC(=NC1)C=1C=C(C=CC1C)NC(=O)N1[C@@H]2[C@@H](C[C@H]1CC2)C